FC(C(=O)O)(F)F.FC(CC(C=C)NN)(F)F (5,5,5-trifluoropent-1-en-3-yl)hydrazine trifluoroacetic acid salt